6-[4-[2-(dimethylamino)-ethoxy]phenyl]isoindolin-1-one, hydrochloride Cl.CN(CCOC1=CC=C(C=C1)C1=CC=C2CNC(C2=C1)=O)C